C(C)(C)(C)OC(=O)N1CCN(CC1)C1=NC=C(C=C1)C(=O)NN 4-(5-(Hydrazinocarbonyl)pyridin-2-yl)piperazine-1-carboxylic acid tert-butyl ester